COC=1C=C(C=C(C1)C=1C=NN(C1)C)[C@@H](C)NC(C1=C(C=CC(=C1)N1CCN(CCC1)C)C)=O N-[(1R)-1-[3-Methoxy-5-(1-methylpyrazol-4-yl)phenyl]ethyl]-2-methyl-5-(4-methyl-1,4-diazepan-1-yl)benzamide